COC=1C=C(CBr)C=CC1 3-methoxybenzyl bromide